ethyl (E)-3-(2-chloropyridin-3-yl)acrylate ClC1=NC=CC=C1/C=C/C(=O)OCC